C(C)S(=O)(=O)NC(C(C)C)=O N-(ethanesulfonyl)-2-methylpropionamide